C(CCCCC)C(C(=O)OCCCCCCNCCN(C)C)CCCCCCCC 6-((2-(dimethylamino)ethyl)amino)hexyl 2-hexyldecanoate